BrC1=NN2C(C(CCC2)OC2=C(C(=C(C=C2)F)F)F)=N1 2-bromo-8-(2,3,4-trifluorophenoxy)-5,6,7,8-tetrahydro-[1,2,4]triazolo[1,5-a]pyridine